tert-butyl ((2-(6-(1-hydroxy-3-azabicyclo[3.1.0]hexan-3-yl)pyridin-2-yl)-1,6-naphthyridin-7-yl)methyl)carbamate OC12CN(CC2C1)C1=CC=CC(=N1)C1=NC2=CC(=NC=C2C=C1)CNC(OC(C)(C)C)=O